Fmoc-L-glutamic acid-γ-2-phenylisopropyl ester CC(C)(C1=CC=CC=C1)OC(=O)CC[C@@H](C(=O)O)NC(=O)OCC2C3=CC=CC=C3C4=CC=CC=C24